BrC=1C=NNC1C1CC1 4-bromo-5-cyclopropylpyrazole